(1R,2S,3R,5R)-3-amino-5-(hydroxymethyl)cyclopentane-1,2-diol hydrochloride Cl.N[C@H]1[C@@H]([C@@H]([C@H](C1)CO)O)O